tert-butyl N-methyl-N-[2-[[(3Z)-2-oxo-3-(3-oxoindolin-2-ylidene)indoline-1-carbonyl]amino]ethyl]carbamate CN(C(OC(C)(C)C)=O)CCNC(=O)N1C(\C(\C2=CC=CC=C12)=C\1/NC2=CC=CC=C2C1=O)=O